2,5-dioxopyrrolidin-1-yl 2-((3R,5S,7R,8R)-8-hydroxy-7-((E)-2-iodovinyl)-1,6-dioxaspiro[2.5]octan-5-yl)acetate O[C@@H]1[C@H](O[C@@H](C[C@@]12CO2)CC(=O)ON2C(CCC2=O)=O)\C=C\I